ClC=1C=NC=C(C1[C@@H](C)OC=1C=C2C(=NNC2=CC1)C=1C=NC(=NC1)N1CCC2(CCCN2)CC1)Cl 8-[5-[5-[(1R)-1-(3,5-dichloro-4-pyridyl)ethoxy]-1H-indazol-3-yl]pyrimidin-2-yl]-1,8-diazaspiro[4.5]decane